ClC=1C=C(NC(C(C(=O)NCCCC(=O)OC)OC)=O)C=C(C1)Cl methyl 4-[[3-(3,5-dichloroanilino)-2-methoxy-3-oxo-propanoyl]amino]butanoate